N-(4-(5-(fluoromethyl)-2-(4-fluorophenyl)-4,5,6,7-tetrahydropyrazolo[1,5-a]pyrazin-3-yl)pyridin-2-yl)acetamide FCN1CC=2N(CC1)N=C(C2C2=CC(=NC=C2)NC(C)=O)C2=CC=C(C=C2)F